5-chloro-2-{[4-(oxetan-3-yl)piperazin-1-yl]methyl}-7,8-dihydro-6H-spiro[[1,3]oxazolo[5,4-f]quinazoline-9,1'-cyclohexane]-7-one ClC=1C=C2C(=C3C1NC(NC31CCCCC1)=O)OC(=N2)CN2CCN(CC2)C2COC2